N-(4-(4-amino-7-methyl-5-(4-((6-methylpyridin-2-yl)oxy)phenyl)-7H-pyrrolo[2,3-d]pyrimidin-6-yl)-3-fluorophenyl)methacrylamide NC=1C2=C(N=CN1)N(C(=C2C2=CC=C(C=C2)OC2=NC(=CC=C2)C)C2=C(C=C(C=C2)NC(C(=C)C)=O)F)C